2-((R)-1-acryloyl-4-((S)-7-(3-hydroxynaphthalen-1-yl)-2-(((S)-1-methylpyrrolidin-2-yl)methoxy)-5,6,7,8-tetrahydroquinazolin-4-yl)piperazin-2-yl)acetonitrile C(C=C)(=O)N1[C@@H](CN(CC1)C1=NC(=NC=2C[C@H](CCC12)C1=CC(=CC2=CC=CC=C12)O)OC[C@H]1N(CCC1)C)CC#N